CC1=C(C=C(C=C1)C1=CC=C(C=C1)CCCN1CCN(CC1)C)N(C=1SC=C(N1)C1=NC(=CC(=N1)N)N)CCC 2-(2-((4-Methyl-4'-(3-(4-methylpiperazin-1-yl)propyl)-[1,1'-biphenyl]-3-yl)(propyl)amino)thiazol-4-yl)pyrimidine-4,6-diamine